C(COCCOCCCC)OC1[C@H](O)[C@@H](O)[C@H](O)[C@H](O1)CO O-(3,6-dioxadecanyl)-glucopyranose